P(=O)(OC1CCCCC1)(OC1CCCCC1)OCN1CCC(CC1)N dicyclohexyl ((4-aminopiperidin-1-yl) methyl) phosphate